FC(OC=1C=CC=NC1)(F)F 5-(trifluoromethoxy)pyridin